N-[5-chloro-1-({3-[2-(4-chlorophenyl)ethyl]-1,2,4-oxadiazol-5-yl}methyl)-6-oxo-1,6-dihydropyridazin-4-yl]acetamide ClC1=C(C=NN(C1=O)CC1=NC(=NO1)CCC1=CC=C(C=C1)Cl)NC(C)=O